2-(chloromethyl)propan-1-ene ClCC(=C)C